tert-butyl 7-bromo-3-methyl-3,4-dihydroisoquinoline-2(1H)-carboxylate BrC1=CC=C2CC(N(CC2=C1)C(=O)OC(C)(C)C)C